3-[4-(piperazin-1-ylmethyl)anilino]piperidine-2,6-dione hydrochloride Cl.N1(CCNCC1)CC1=CC=C(NC2C(NC(CC2)=O)=O)C=C1